((2R)-N-(4-chlorophenyl)-2-(cis-4-(6-fluoroquinolin-4-yl)cyclohexyl)propionamide) mesylate S(C)(=O)(=O)O.ClC1=CC=C(C=C1)NC([C@H](C)[C@@H]1CC[C@@H](CC1)C1=CC=NC2=CC=C(C=C12)F)=O